CN1C[C@H]2C(OB(OC([C@@H](C1)N2C)=O)[C@H](CC(C)C)NC([C@H](CC2=CC=CC=C2)NC(=O)C2=NC=CN=C2)=O)=O N-((S)-1-(((R)-1-((1R,7S)-9,11-dimethyl-2,6-dioxo-3,5-dioxa-9,11-diaza-4-borabicyclo[5.3.1]undecan-4-yl)-3-methylbutyl)amino)-1-oxo-3-phenylpropan-2-yl)pyrazine-2-carboxamide